tert-butyl 3-(6-chloro-3-pyridyl)-8-azabicyclo[3.2.1]octane-8-carboxylate ClC1=CC=C(C=N1)C1CC2CCC(C1)N2C(=O)OC(C)(C)C